O1S(PCCC1)(=O)=O 1,2,3-oxathiaphosphinane-2,2-dioxide